CCCCOC1=CC=C(C=C1)C[N+]2([C@@H]3CC[C@H]2CC(C3)OC(=O)[C@H](CO)C4=CC=CC=C4)C.[Br-] The molecule is an organic bromide salt of butropium. It is a drug which suppresses spasm of smooth muscles of internal organs, inhibits gastric acid secretion and relieves abdominal pain. It is used in the treatment of spasmodic pains associated with gastritis, gastric ulcers and cholelithiasis. It has a role as an antispasmodic drug and a muscarinic antagonist. It is an organic bromide salt and a quaternary ammonium salt. It contains a butropium.